N2-(2-(2-oxa-6-azaspiro[3.3]heptan-6-yl)ethyl)-5,7-dimethylpyrido[2,3-d]pyrimidine-2,4-diamine C1OCC12CN(C2)CCNC=2N=C(C1=C(N2)N=C(C=C1C)C)N